Methyl 5-(8-(7-isopropyl-1,3-dimethyl-2-oxo-2,3-dihydro-1H-benzo[d]imidazol-5-yl)isoquinolin-3-yl)-3-methylpicolinate C(C)(C)C1=CC(=CC2=C1N(C(N2C)=O)C)C=2C=CC=C1C=C(N=CC21)C=2C=C(C(=NC2)C(=O)OC)C